2,6-diisopropyl-4-(3-trifluoromethylphenyl)-2'-iodo-3',6'-dimethoxybiphenyl C(C)(C)C1=C(C(=CC(=C1)C1=CC(=CC=C1)C(F)(F)F)C(C)C)C1=C(C(=CC=C1OC)OC)I